C=1NC2=C3C(N(CCCC13)C(C)=O)=NC=N2 1-(2,7,8,9-Tetrahydro-6H-2,3,5,6-tetraazabenzo[cd]azulen-6-yl)ethan-1-one